ClC=1C=C2C3=C(N(C2=C(C1)C=1C=NC2=CC=CC=C2C1)CC(F)(F)F)C=NC=C3 6-Chloro-8-quinolin-3-yl-9-(2,2,2-trifluoro-ethyl)-9H-pyrido[3,4-b]indole